(S)-3-(isoquinolin-4-yl)-2-oxo-1-(3-(trifluoromethyl)bicyclo[1.1.1]pent-1-yl)imidazoline-4-carbonitrile C1=NC=C(C2=CC=CC=C12)N1C(N(C[C@H]1C#N)C12CC(C1)(C2)C(F)(F)F)=O